N-methyl-N2-[2-(5-methylthiophen-3-yl)[1,2,4]triazolo[1,5-c]quinazolin-5-yl]-D-norvalinamide CNC([C@H](NC1=NC=2C=CC=CC2C=2N1N=C(N2)C2=CSC(=C2)C)CCC)=O